5-ethyl-2-methylpiperazine C(C)C1NCC(NC1)C